2-((1R,4R)-2-oxa-5-azabicyclo[2.2.1]hept-5-yl)-1-(2-(6-(2-ethyl-5-fluoro-4-hydroxyphenyl)-4-fluoro-1H-indazol-3-yl)-6,7-dihydro-1H-imidazo[4,5-c]pyridin-5(4H)-yl)ethanone [C@H]12OC[C@H](N(C1)CC(=O)N1CC3=C(CC1)NC(=N3)C3=NNC1=CC(=CC(=C31)F)C3=C(C=C(C(=C3)F)O)CC)C2